2-ETHOXYPHENYLISOCYANIDE C(C)OC1=C(C=CC=C1)[N+]#[C-]